FC(OC=1C=2N(C=C(C1)C(F)(F)F)C[C@@]1(CCCC3=CC(=CC=C13)C#N)N2)F (S)-8-(difluoromethoxy)-6-(trifluoromethyl)-3',4'-dihydro-2'H,3H-spiro[imidazo[1,2-a]pyridine-2,1'-naphthalene]-6'-carbonitrile